2-(2-(2-carboxyethoxy)ethoxy)-N,N,N-trimethylethan-1-aminium chloride [Cl-].C(=O)(O)CCOCCOCC[N+](C)(C)C